5-hydroxy-8-methoxy-7-benzyloxy-2-(4-fluorophenyl)-4H-chromen-4-one OC1=C2C(C=C(OC2=C(C(=C1)OCC1=CC=CC=C1)OC)C1=CC=C(C=C1)F)=O